ClC1=C(CN2CCCC23CCN(CC3)C(=O)OC(C(F)(F)F)C(F)(F)F)C=CC=C1N1CCN(CC1)S(=O)(=O)C 1,1,1,3,3,3-hexafluoropropan-2-yl 1-(2-chloro-3-(4-(methylsulfonyl) piperazin-1-yl) benzyl)-1,8-diazaspiro[4.5]decane-8-carboxylate